O=C1NC(CCC1N1C(C2=CC(=C(C=C2C1)N1CCC(CC1)CN1CCN(CC1)C(=O)OC(C)(C)C)F)=O)=O tert-butyl 4-({1-[2-(2,6-dioxopiperidin-3-yl)-6-fluoro-1-oxo-3H-isoindol-5-yl]piperidin-4-yl}methyl)piperazine-1-carboxylate